ClC=1N=C2C(=NC1)NC=C2C2=NC(=C(C(=N2)N[C@@H]2[C@H](C1CCC2CC1)C(=O)O)F)C1=CC=NO1 (2S,3S)-3-((2-(2-chloro-5H-pyrrolo[2,3-b]pyrazin-7-yl)-5-fluoro-6-(isoxazol-5-yl)pyrimidin-4-yl)amino)bicyclo[2.2.2]octane-2-carboxylic acid